4-((2,5-dimethyl-4,5-dihydro-[1,2,4]triazolo[1,5-a]quinoxalin-6-yl)amino)-N-(methyl-d3)pyrimidine-5-carboxamide CC1=NN2C(CN(C3=C(C=CC=C23)NC2=NC=NC=C2C(=O)NC([2H])([2H])[2H])C)=N1